(S)-N-((7-((R)-1-(4-chlorobenzyl)piperidin-3-yl)-2-methylpyrazolo[1,5-a]pyrimidin-3-yl)methyl)-1-(tetrahydro-2H-pyran-4-yl)ethan-1-amine ClC1=CC=C(CN2C[C@@H](CCC2)C2=CC=NC=3N2N=C(C3CN[C@@H](C)C3CCOCC3)C)C=C1